4-((4-chloro-2-(N-methyl-methanesulfonamido)phenyl)-amino)-N-ethoxy-6-((5-cyanopyridin-2-yl)amino)nicotinamide ClC1=CC(=C(C=C1)NC1=CC(=NC=C1C(=O)NOCC)NC1=NC=C(C=C1)C#N)N(S(=O)(=O)C)C